(R)-N-(2-(4-Cyanothiazolidin-3-yl)-2-oxoethyl)-6-(1H-pyrazol-5-yl)quinoline-4-carboxamide C(#N)[C@H]1N(CSC1)C(CNC(=O)C1=CC=NC2=CC=C(C=C12)C1=CC=NN1)=O